N1C(=NCC1)C=1C=C(C=C(C1)F)NC1=C(C(C1=O)=O)NC1=CC(=CC(=C1)C1=NCCN1)F 4-{[3-(4,5-dihydro-1H-imidazol-2-yl)-5-fluorophenyl]amino}-3-{[5-(4,5-dihydro-3H-imidazol-2-yl)-3-fluorophenyl]amino}cyclobut-3-ene-1,2-dione